N1(CCC1)C1=CC=C2[C@]3(CC=4C(=NOC4C2=C1)NS(=O)(=O)C1=C(C=C(C=C1OC)C(=O)N1[C@@H](COCC1)C)OC)[C@H](C3)C N-((1R,2S)-8'-(azetidin-1-yl)-2-methyl-4'H-spiro[cyclopropane-1,5'-naphtho[2,1-d]isoxazol]-3'-yl)-2,6-dimethoxy-4-((R)-3-methylmorpholine-4-carbonyl)benzenesulfonamide